N1=CC=C2N1C(=CC=N2)C2CCC(CC2)[C@H](C(=O)ON2N=NC=1C2=NC=CC1)C 3H-[1,2,3]triazolo[4,5-b]pyridin-3-yl (R)-2-(4-(pyrazolo[1,5-a]pyrimidin-7-yl)cyclohexyl)propanoate